COC1=C(C=C(C=C1)\C=C/C)OC 1,2-dimethoxy-4-[(1Z)-1-propen-1-yl]benzene